2-(butylamino)-1-(p-hydroxyphenyl)-1-ethanol C(CCC)NCC(O)C1=CC=C(C=C1)O